OC1C(CC12CCN(CC2)C(CC2CCOCC2)=O)C2N1C(C=3C=CC=CC23)=CN=C1 1-[3-hydroxy-2-(5H-imidazo[1,5-b]isoindol-5-yl)-7-azaspiro[3.5]nonan-7-yl]-2-tetrahydropyran-4-yl-ethanone